C(C)N(C(=O)[C@H]1CN[C@@H]2CC=3C4=C(C2=C1)C=CC=C4NC3)CC (6aR,9R)-N,N-diethyl-4,6,6a,7,8,9-hexahydroindolo[4,3-fg]quinoline-9-carboxamide